BrC1=CC=C(C=C1)[C@H](CC(=O)OCC1=CC=CC=C1)NC(=O)OC(C)(C)C benzyl (3S)-3-(4-bromophenyl)-3-[(tert-butoxycarbonyl)amino]propanoate